rel-2-((1S,3R)-3-Hydroxycyclohexyl)-N-(imidazo[1,2-b]pyridazin-3-yl)-6-methoxy-2H-indazole-5-carboxamide O[C@H]1C[C@H](CCC1)N1N=C2C=C(C(=CC2=C1)C(=O)NC1=CN=C2N1N=CC=C2)OC |o1:1,3|